C(C)(C)(C)OC(=O)N1CCC(C2=CC=CC(=C12)F)N1C(N(C2=NC(=NC=C2C1)S(=O)(=O)C)C)=O 8-fluoro-4-(1-methyl-7-methylsulfonyl-2-oxo-4H-pyrimido[4,5-d]pyrimidin-3-yl)-3,4-dihydro-2H-quinoline-1-carboxylic acid tert-butyl ester